ClC1=CC=C(C[C@H]2CO[C@H](CN2C(=O)OC(C)(C)C)C2=CC(=NO2)C)C=C1 (2R,5S)-tert-butyl 5-(4-chlorobenzyl)-2-(3-methylisoxazol-5-yl)morpholine-4-carboxylate